ClC=1N=C(N(C1)COCC[Si](C)(C)C)OC(C)C 4-chloro-2-isopropoxy-1-((2-(trimethylsilyl)ethoxy)methyl)-1H-imidazole